2-[(4-Fluoro-1H-benzimidazol-5-yl)oxy]ethanol Cobalt(III) [Co+3].FC1=C(C=CC=2NC=NC21)OCCO